1-Methyl-2-oxopiperidine-4-carboxylic acid CN1C(CC(CC1)C(=O)O)=O